(R)-2-(4-(2-aminophenyl)-1H-indol-1-yl)propanol NC1=C(C=CC=C1)C1=C2C=CN(C2=CC=C1)[C@@H](CO)C